F[B-](F)(F)F.FC(C1=CC=C(C=C1)[I+]C1=CC=C(C=C1)C(F)(F)F)(F)F Di-(4-trifluoromethyl-phenyl)-iodonium tetrafluoroborat